tertiary butyl-perbenzoate C(C)(C)(C)OOC(C1=CC=CC=C1)=O